[4-Fluoro-3-(7-morpholin-4-yl-quinazolin-4-yl)-phenyl]-(9-methyl-9H-purin-6-yl)-methanol FC1=C(C=C(C=C1)C(O)C1=C2N=CN(C2=NC=N1)C)C1=NC=NC2=CC(=CC=C12)N1CCOCC1